C(CCCCCCCC)(=O)[O-].C(CCCCCCCC)(=O)O.[K+] potassium pelargonate (nonanoate)